FC(C1=NN(C(=C1)NC(C1=CC=C(C=C1)F)=O)C)F N-(3-(difluoromethyl)-1-methyl-1H-pyrazol-5-yl)-4-fluorobenzamide